1-(6-Chloropyrimidin-4-yl)piperidine-4-carboxylic acid ClC1=CC(=NC=N1)N1CCC(CC1)C(=O)O